ClC1=CC=C(C=C1)C=1N=C(N(C1C1=CC(=NC=C1)C(F)F)CC(=O)N1CCC2(CN(C2)C)CC1)O 2-[4-(4-chlorophenyl)-5-[2-(difluoromethyl)pyridin-4-yl]-2-hydroxy-1H-imidazol-1-yl]-1-{2-methyl-2,7-diazaspiro[3.5]nonan-7-yl}ethan-1-one